4-(3-(4-((4-methylbenzyl)amino)piperidin-1-yl)propoxy)-7H-furo[3,2-g]chromen-7-one CC1=CC=C(CNC2CCN(CC2)CCCOC2=C3C=CC(OC3=CC3=C2C=CO3)=O)C=C1